2,4-dichloro-6-methoxy-7-(2-(pyrrolidin-1-yl)ethoxy)quinazoline ClC1=NC2=CC(=C(C=C2C(=N1)Cl)OC)OCCN1CCCC1